FC1=C(N=CC2=C1N=C(N=C2N2CCC1CC(NC(C1C2)=O)=O)OCC21CCCN1CCC2)C2=CC=CC1=CC=CC(=C21)F 7-(8-fluoro-7-(8-fluoronaphthalen-1-yl)-2-((hexahydro-1H-pyrrolizin-7a-yl)methoxy)pyrido[4,3-d]pyrimidin-4-yl)hexahydro-2,7-naphthyridine-1,3(2H,4H)-dione